4-(1-(3-((tert-butoxycarbonyl)amino)propyl)-1H-pyrazol-4-yl-3-fluorophenoxy)-2-((1,3-dioxoisoindolin-2-yl)oxy)propanoate C(C)(C)(C)OC(=O)NCCCN1N=CC(=C1)C1=C(OC2=C3C(N(C(C3=CC=C2)=O)OC(C(=O)[O-])C)=O)C=CC=C1F